9'-(2-chloro-4-phenoxybenzoyl)-3'-oxo-1',3',4',7'-tetrahydrospiro[piperidine-3,2'-pyrrolo[3',2':5,6]pyrido[3,4-b]pyrazine] ClC1=C(C(=O)C2=CNC3=C2C2=C(NC(C4(N2)CNCCC4)=O)C=N3)C=CC(=C1)OC1=CC=CC=C1